5-{[4-(2-(5-ethyl-2-pyridyl)ethoxy)phenyl]-methyl}thiazolidine-2,4-dione C(C)C=1C=CC(=NC1)CCOC1=CC=C(C=C1)CC1C(NC(S1)=O)=O